ClC=1C(=C(C=CC1)C=1C(=CC2=C3C=C4C(CCC(C4=CC3=CC=C2C1)(C)C)(C)C)OC)F 3-(3-chloro-2-fluorophenyl)-2-methoxy-8,8,11,11-tetramethyl-8,9,10,11-tetrahydrotetraphene